2,3-Dimethoxybenzoic acid COC1=C(C(=O)O)C=CC=C1OC